methyl 4-(4-(dimethoxymethyl) piperidin-1-yl)-2-formylbenzoate COC(C1CCN(CC1)C1=CC(=C(C(=O)OC)C=C1)C=O)OC